lithium dichlorophosphinylbenzenesulfonate ClP(=O)(Cl)C1=C(C=CC=C1)S(=O)(=O)[O-].[Li+]